NC1=C2N=CN(C2=NC(=N1)F)[C@H]1C[C@@H]([C@@](O1)(C#C)CO[P@](=O)(O[C@H](C(=O)OCCCCCCCCCCCC)C)N[C@@H](CC1=CC=CC=C1)C(=O)OCCCCCCCCCCCC)O Dodecyl ((S)-(((2R,3S,5R)-5-(6-amino-2-fluoro-9H-purin-9-yl)-2-ethynyl-3-hydroxytetrahydrofuran-2-yl)methoxy) (((S)-1-(dodecyloxy)-1-oxopropan-2-yl) oxy)phosphoryl)-L-phenylalaninate